[Cl-].C[NH+](CC=C)CC=C METHYL-DIALLYL-AMMONIUM CHLORIDE